1-methyl-3-pentyl-thiourea CNC(=S)NCCCCC